6-bromo-2,3-dihydrobenzo[b]thiophen 1,1-dioxide BrC=1C=CC2=C(S(CC2)(=O)=O)C1